N[C@@H](C)C=1N(C(C2=C(C(=CC=C2C1)F)Cl)=O)C1=CC=CC=C1 (S)-3-(1-aminoethyl)-8-chloro-7-fluoro-2-phenylisoquinoline-1(2H)-one